[Si](C)(C)(C(C)(C)C)OCC1=NC=CC=C1C=1C=2N(C(=NC1)NCC1=C(C=CC3=C1CCO3)F)C=C(N2)C#N 8-(2-(((tert-butyldimethylsilyl)oxy)methyl)pyridin-3-yl)-5-(((5-fluoro-2,3-dihydrobenzofuran-4-yl)methyl)amino)imidazo[1,2-c]pyrimidine-2-carbonitrile